[C@H]12CNC[C@@H]2C1NC(=O)C=1C=C(C=CC1)C1=C(N(C=C1)S(N)(=O)=O)C(=O)O 3-[3-[[(1S,5R)-3-Azabicyclo[3.1.0]hexan-6-yl]carbamoyl]phenyl]-1-sulfamoyl-pyrrole-2-carboxylic acid